tert-butyl 2-[[4-[2-[3-(4-amino-1-isopropyl-pyrazolo[3,4-d]pyrimidin-3-yl)-5-cyclopropyl-isoxazol-4-yl]pyrimidin-5-yl]piperidine-1-carbonyl]amino]acetate NC1=C2C(=NC=N1)N(N=C2C2=NOC(=C2C2=NC=C(C=N2)C2CCN(CC2)C(=O)NCC(=O)OC(C)(C)C)C2CC2)C(C)C